6α-methyl-14β-fluoro-11β-hydroxypregna-1,4-diene-3,20-dione C[C@H]1C[C@H]2[C@]3(CC[C@H](C(C)=O)[C@]3(C[C@@H]([C@@H]2[C@]2(C=CC(C=C12)=O)C)O)C)F